N-((2S)-1-(2,8-dimethyl-1,2,3,4,4a,9b-hexahydro-5H-pyrido[4,3-b]indol-5-yl)-3-methyl-1-oxobutan-2-yl)-4-methylbenzamide CN1CC2C(N(C=3C=CC(=CC23)C)C([C@H](C(C)C)NC(C2=CC=C(C=C2)C)=O)=O)CC1